NC=1NC2=C(C=NC=C2)N1 2-Aminoimidazo[4,5-C]pyridine